ClC1=CC=C2C(=CN(C2=C1C#N)C(=O)OC(C)(C)C)B1OC(C(O1)(C)C)(C)C tert-butyl 6-chloro-7-cyano-3-(4,4,5,5-tetramethyl-1,3,2-dioxaborolan-2-yl)indole-1-carboxylate